OC1=C(C=CC(=C1)O)C(CC1=CC(=C(C=C1)O)OC)=O 1-(2,4-dihydroxyphenyl)-2-(3-methoxy-4-hydroxyphenyl)-ethanone